D-rhodinose O=CCC[C@@H](O)[C@H](O)C